N1C=CC=2C1=NC=CC2C2=C1CCN(C1=CC=C2)C(=O)[C@H]2N(CCC2)C#N (S)-2-(4-(1H-pyrrolo[2,3-b]pyridin-4-yl)indoline-1-carbonyl)pyrrolidine-1-carbonitrile